O=C1NC(CCC1C(=O)O)=O 2,6-dioxopiperidine-3-carboxylic acid